6-(2,6-dichloro-4-nitrophenoxy)-4-methyl-2-phenylquinoline ClC1=C(OC=2C=C3C(=CC(=NC3=CC2)C2=CC=CC=C2)C)C(=CC(=C1)[N+](=O)[O-])Cl